allyl-[1,3-bis(2,6-diisopropylphenyl)imidazol-2-ylidene]-chloro-palladium C(C=C)[Pd](Cl)=C1N(C=CN1C1=C(C=CC=C1C(C)C)C(C)C)C1=C(C=CC=C1C(C)C)C(C)C